F[B-](F)(F)F.COCC[N+](CC)(CC)C N-methoxyethyl-N-methyl-N,N-diethylammonium tetrafluoroborate